7-fluoro-5-(8-((1-phenylethyl)amino)-9H-carbazol-3-yl)isoindolin-1-one FC=1C=C(C=C2CNC(C12)=O)C=1C=CC=2NC3=C(C=CC=C3C2C1)NC(C)C1=CC=CC=C1